N-[(1s,4s)-4-{[2-(trifluoromethyl)imidazo[1,2-a]pyridin-5-yl]amino}cyclohexyl]imidazo[1,2-a]pyrazine-2-carboxamide FC(C=1N=C2N(C(=CC=C2)NC2CCC(CC2)NC(=O)C=2N=C3N(C=CN=C3)C2)C1)(F)F